OC(CCCC(C=O)C)(C)C 6-hydroxy-2,6-dimethylheptanal